1-(benzo[d]thiazol-5-ylmethyl)-3-((6-((4-methoxybenzyl)amino)-5-methylpyridin-3-yl)methylene)piperidin-2-one S1C=NC2=C1C=CC(=C2)CN2C(C(CCC2)=CC=2C=NC(=C(C2)C)NCC2=CC=C(C=C2)OC)=O